BrC1=CC=C(C=C1)S[C@@H]1C=CC([C@H](O1)CC)=O (2r,6r)-6-((4-bromophenyl)thio)-2-ethyl-2H-pyran-3(6H)-one